C1=CC=C(C=C1)N=NC2=C(C=CC3=CC(=CC(=C32)S(=O)(=O)[O-])S(=O)(=O)[O-])O.[Na+].[Na+] The molecule is an organic sodium salt that is the disodium salt of 7-hydroxy-8-[(E)-phenyldiazenyl]naphthalene-1,3-disulfonic acid. It is often combined with other yellow dyes in alcoholic solution to stain erythrocytes in trichrome methods, and is used for demonstrating cells in the pancreas and pituitary. It has a role as a histological dye. It contains a 7-hydroxy-8-[(E)-phenyldiazenyl]naphthalene-1,3-disulfonate.